P(=O)(O)(O)C(C1=CC=C(C[C@H](N)C(=O)O)C=C1)(F)F 4-(Phosphonodifluoromethyl)phenylalanine